6-N-benzoyladenosine C(C1=CC=CC=C1)(=O)NC=1C=2N=CN([C@H]3[C@H](O)[C@H](O)[C@@H](CO)O3)C2N=CN1